FC=1C=C(C=CC1)C=1OC(=CN1)C(=O)N[C@H](C(N[C@H](C(C=1SC=CN1)O)CCC(F)(F)F)=O)C 2-(3-fluorophenyl)-N-((2S)-1-oxo-1-(((2S)-5,5,5-trifluoro-1-hydroxy-1-(thiazol-2-yl)pentan-2-yl)amino)propan-2-yl)oxazole-5-carboxamide